tert-butyl (6S,7S)-6-((2,5-difluoro-[1,1'-biphenyl]-3-yl)methyl)-7-(ethylsulfonamido)-5-azaspiro[2.4]heptane-5-carboxylate FC1=C(C=C(C=C1C[C@@H]1N(CC2(CC2)[C@@H]1NS(=O)(=O)CC)C(=O)OC(C)(C)C)F)C1=CC=CC=C1